C(=O)[C@@H]([C@H]([C@H](C(=O)O)O)O)O The molecule is an arabinuronic acid having L-configuration. It is a conjugate acid of a L-arabinuronate. It is an enantiomer of a D-arabinuronic acid.